4-hydroxy-N-((6-(4-morpholinophenyl)pyridin-3-yl)methyl)-6-(1H-pyrazol-1-yl)nicotinamide OC1=CC(=NC=C1C(=O)NCC=1C=NC(=CC1)C1=CC=C(C=C1)N1CCOCC1)N1N=CC=C1